2-(3-((14-((2-(2,6-dioxopiperidin-3-yl)-1,3-dioxoisoindolin-4-yl)oxy)-3,6,9,12-tetraoxatetradecyl)oxy)phenyl)-N-(5-methyl-4-(1-(2-methylbenzoyl)indolin-5-yl)thiazol-2-yl)acetamide O=C1NC(CCC1N1C(C2=CC=CC(=C2C1=O)OCCOCCOCCOCCOCCOC=1C=C(C=CC1)CC(=O)NC=1SC(=C(N1)C=1C=C2CCN(C2=CC1)C(C1=C(C=CC=C1)C)=O)C)=O)=O